BrC=1C=C(C=CC1)N1C=NC(=C1)I (3-bromophenyl)-4-iodo-1H-imidazole